ClCCN1SC(N(C1=O)CC1=CC=C(CNC(C(C)C2=CC=C(C=C2)CC(C)C)=O)C=C1)=O N-(4-((2-(2-CHLOROETHYL)-3,5-DIOXO-1,2,4-THIADIAZOLIDIN-4-YL)METHYL)BENZYL)-2-(4-ISOBUTYLPHENYL)PROPANAMIDE